8-chloro-6-(3-pyridin-4-yl-propoxy)-2-thieno[2,3-c]pyridin-5-yl-3H-quinazolin-4-one hydrochloride Cl.ClC=1C=C(C=C2C(NC(=NC12)C=1C=C2C(=CN1)SC=C2)=O)OCCCC2=CC=NC=C2